4-[[(5R)-3-(3,5-difluorophenyl)-5-methyl-4H-isoxazole-5-carbonyl]amino]tetrahydrofuran-2-carboxylic acid isopropyl ester C(C)(C)OC(=O)C1OCC(C1)NC(=O)[C@]1(CC(=NO1)C1=CC(=CC(=C1)F)F)C